heptane-2-carboxylate CC(CCCCC)C(=O)[O-]